CN(C/C=C/C(=O)NC(C)(C#CC=1C=NC=CC1C1=C(C=2C(NCCC2N1)=O)NC1=C(C(=CC=C1)F)OC)C)C (2E)-4-(dimethylamino)-N-[4-(4-{3-[(3-fluoro-2-methoxyphenyl)amino]-4-oxo-1H,5H,6H,7H-pyrrolo[3,2-c]pyridin-2-yl}pyridin-3-yl)-2-methylbut-3-yn-2-yl]but-2-enamide